4-O-β-D-Glucopyranuronosyl-L-rhamnose [C@@H]1([C@H](O)[C@@H](O)[C@H](O)[C@H](O1)C(=O)O)O[C@H]([C@H]([C@H](C=O)O)O)[C@@H](O)C